((1R,3r,5S)-(3-((5-cyclopropyl-3-(2,6-dichlorophenyl)isoxazol-4-yl)methoxy)-8-azabicyclo[3.2.1]octan-8-yl)-1,3,4-oxadiazol-2-yl)-2-methylbenzoate C1(CC1)C1=C(C(=NO1)C1=C(C=CC=C1Cl)Cl)COC1C[C@H]2CC[C@@H](C1)N2C2=NN=C(O2)OC(C2=C(C=CC=C2)C)=O